3-(N-methylmethanesulfonamido)pyrazine-2-carboxylic acid CN(S(=O)(=O)C)C=1C(=NC=CN1)C(=O)O